7-(5-O-{2-[(Cyclopropylmethyl)amino]chinolin-7-yl}-4-thio-beta-D-ribofuranosyl)-7H-pyrrolo[2,3-d]pyrimidin-4-amin C1(CC1)CNC1=NC2=CC(=CC=C2C=C1)OC[C@@H]1[C@H]([C@H]([C@@H](S1)N1C=CC2=C1N=CN=C2N)O)O